C1(CC1)N1C(C2(C3=CC=CC=C13)CCC(C(C2)(C)C)=O)=O 1'-cyclopropyl-5,5-dimethyl-2',4-dioxospiro[cyclohexane-1,3'-indolin]